5-bromo-2-methoxy-3-(phenylsulfanyl)pyridine BrC=1C=C(C(=NC1)OC)SC1=CC=CC=C1